(3R,5R,8R,9S,10S,13S,14S,17R)-3-ethyl-10,13-dimethyl-17-((2S,3R,6S)-7,7,7-trifluoro-3-hydroxy-6-methylheptan-2-yl)hexadecahydro-1H-cyclopenta[a]phenanthren-3-ol C(C)[C@]1(CC[C@@]2([C@H]3CC[C@@]4([C@H](CC[C@H]4[C@@H]3CC[C@@H]2C1)[C@H](C)[C@@H](CC[C@@H](C(F)(F)F)C)O)C)C)O